tert-butyl 3-((5-(4-hydroxybutyl)-1,2,4-oxadiazol-3-yl)methyl)piperidine-1-carboxylate OCCCCC1=NC(=NO1)CC1CN(CCC1)C(=O)OC(C)(C)C